tri(4-propenylphenyl)methanol C(=CC)C1=CC=C(C=C1)C(O)(C1=CC=C(C=C1)C=CC)C1=CC=C(C=C1)C=CC